2-(trifluoromethyl)benzeneFormic acid FC(C1=C(C=CC=C1)C(=O)O)(F)F